FC1=CC=C(C=C1)NC([C@@H](C1=CC=CC=C1)O)=O (R)-N-(4-Fluorophenyl)-2-hydroxy-2-phenylacetamide